6-nitro-2-(trifluoromethyl)-1H-benzo[d]imidazole [N+](=O)([O-])C=1C=CC2=C(NC(=N2)C(F)(F)F)C1